CN1CCCCC1 1-Methyl-piperidin